S-methyl 4-[2-hydroxyethyl(methyl)amino]-4-methyl-pent-2-ynethioate OCCN(C(C#CC(SC)=O)(C)C)C